di-3-pinan-ylborane C12C(C(CC(C1(C)C)C2)BC2C(C1C(C(C2)C1)(C)C)C)C